[Si](C)(C)(C(C)(C)C)O[C@@H]1C[C@H](N(C1)C(=O)OC(C)(C)C)COS(=O)(=O)C tert-Butyl (2S,4R)-4-{[tert-butyl(dimethyl)silyl]oxy}-2-{[(methylsulfonyl)oxy]methyl}pyrrolidine-1-carboxylate